1,2,3,4-butanetetracarboxylic acid tetrakis(1,2,2,6,6-pentamethyl-4-piperidyl) ester CN1C(CC(CC1(C)C)OC(=O)CC(C(CC(=O)OC1CC(N(C(C1)(C)C)C)(C)C)C(=O)OC1CC(N(C(C1)(C)C)C)(C)C)C(=O)OC1CC(N(C(C1)(C)C)C)(C)C)(C)C